(1R,2S)-2-methoxycarbonylcyclopropanecarboxylic acid COC(=O)[C@@H]1[C@@H](C1)C(=O)O